2-methyl-3-(1H-pyrazol-4-yl)piperazine CC1NCCNC1C=1C=NNC1